5-bromo-1-methylpyrazolo[3,4-c]pyridine BrC=1C=C2C(=CN1)N(N=C2)C